CC1=C(C=CC=C1C)N1CCN(CC1)C(CN1N=C(C2=C1CCC2)C(=O)N2C(CC(CC2)O)(C)C)=O 1-[4-(2,3-Dimethylphenyl)piperazin-1-yl]-2-[3-(4-hydroxy-2,2-dimethylpiperidin-1-carbonyl)-5,6-dihydrocyclopenta[c]pyrazol-1(4H)-yl]ethan-1-on